(S)-5-(4-(4-fluoropyrazolo[1,5-a]pyridin-2-yl)-1,4,6,7-tetrahydro-5H-imidazo[4,5-c]pyridin-5-yl)-N-(4-hydroxyphenyl)pyrazine-2-carboxamide FC=1C=2N(C=CC1)N=C(C2)[C@H]2N(CCC1=C2N=CN1)C=1N=CC(=NC1)C(=O)NC1=CC=C(C=C1)O